N1C(=NC(=C1)C(=O)[O-])C(=O)[O-] imidazoledicarboxylate